C(=O)(OC(C)(C)C)C(CCCC)N boc-aminopentane